tert-butyl (4S)-4-amino-2-azabicyclo[3.1.0]hexane-2-carboxylate N[C@@H]1CN(C2CC12)C(=O)OC(C)(C)C